FC1=C(C(=CC=C1)OC)C(C)=O 1-(2-fluoro-6-methoxyphenyl)ethanone